BrC=1C=C2C(=CN=NC2=CC1)O 6-bromocinnoline-4-ol